C(C)(C)(C)OC(C1=CC=C(C=C1)N1CCC(CC1)CN1CCNCC1)=O 4-[4-(piperazin-1-ylmethyl)-1-piperidinyl]benzoic acid tert-butyl ester